N1=CN=C2NC=NC2=C1N[C@@H](CC)C1=NC2=CC=CC(=C2C(N1C1=CC=CC=C1)=O)F (S)-2-(1-((9H-purin-6-yl)amino)propyl)-5-fluoro-3-phenylquinazolin-4(3H)-one